8-benzyl-2-oxa-8-azaspiro[4.5]decane-1,3-dione C(C1=CC=CC=C1)N1CCC2(CC(OC2=O)=O)CC1